(2R,5S)-5-[[4-(aminomethyl)triazol-1-yl]methyl]-2-[4-(4-fluorophenoxy)phenyl]-1,4-thiazepan NCC=1N=NN(C1)C[C@H]1NC[C@H](SCC1)C1=CC=C(C=C1)OC1=CC=C(C=C1)F